N-(3-chloro-2-fluoro-phenyl)-6-[(3R)-pyrrolidin-3-yl]pyrido[3,2-d]pyrimidin-4-amine ClC=1C(=C(C=CC1)NC=1C2=C(N=CN1)C=CC(=N2)[C@H]2CNCC2)F